tert-butyl-(4-fluoro-2-nitrophenyl)-carbamate C(C)(C)(C)OC(NC1=C(C=C(C=C1)F)[N+](=O)[O-])=O